1-(3-bromophenyl)-4-methyl-1H-1,2,4-triazol-4-ium bromide [Br-].BrC=1C=C(C=CC1)N1N=C[N+](=C1)C